C[C@@H]1N(C[C@@H](C(C1)=O)C)C(=O)OCC1=CC(=CC=C1)CN1C(C2=CC=CC=C2C1=O)=O (2S,3S,5S)-3-[(1,3-dioxoisoindolin-2-yl) methyl]-benzyl 2,5-dimethyl-4-oxo-piperidine-1-carboxylate